3-(2-methyl-4-oxo-8-((4-(piperidin-1-ylmethyl)benzyl)thio)quinazolin-3(4H)-yl)piperidine-2,6-dione CC1=NC2=C(C=CC=C2C(N1C1C(NC(CC1)=O)=O)=O)SCC1=CC=C(C=C1)CN1CCCCC1